CC1=CC=C(S1)C=1CCN(CC1)CC=1C=C2CN(C(C2=CC1)=O)N1C(NC(CC1)=O)=O 1-(5-((4-(5-methylthiophen-2-yl)-3,6-dihydropyridin-1(2H)-yl)methyl)-1-oxoisoindolin-2-yl)dihydropyrimidine-2,4(1H,3H)-dione